[Ag+].P(=O)(O)([O-])[O-].[Zr+4].[Na+].P(=O)(O)([O-])[O-].P(=O)(O)([O-])[O-] sodium zirconium hydrogen phosphate silver salt